C1(CCCC1)N1C=2C3=C(NN=C3CCC1=O)C=CN2 6-cyclopentyl-2,6,8,9-tetrahydro-7H-1,2,5,6-tetraazabenzo[cd]azulen-7-one